The molecule is a carbotricyclic compound that is betaenone A in which the butan-2-yl side-chain has been hydroxylated at position 1. A phytotoxin isolated from the endophytic fungus Stemphylium botryosum, it shows high affinity for ferric (but not ferrous) ions. It has a role as a phytotoxin, an iron chelator and a fungal metabolite. It is a carbotricyclic compound, a 3-oxo aldehyde, a primary alcohol, a tertiary alcohol and a bridged compound. It derives from a betaenone A. CC[C@@H](CO)[C@@H]1[C@]2([C@H]3[C@@H](C[C@@](C[C@@H]3[C@@]([C@@]1(C)O)(/C(=C/O)/C2=O)O)(C)O)C)C